ClC=1C=C(C=C(C1)Cl)NC(NC1=C(C=C(C=C1)C1=NN=C2N1C1=CC(=C(C=C1N=C2)OC)C(=O)N)F)=O 1-(4-(3-(3,5-dichlorophenyl)ureido)-3-fluorophenyl)-7-methoxy-[1,2,4]triazolo[4,3-a]quinoxaline-8-carboxamide